C(=CC)N1[C@@H](CCCC1)C=1N(C(=C(N1)C1=CC=C(C=C1)C(NC1=NC=CC(=C1)OC)=O)C(=O)N)N (S)-2-(1-propenylpiperidin-2-yl)-1-amino-4-(4-((4-methoxypyridin-2-yl)carbamoyl)Phenyl)-1H-imidazole-5-carboxamide